2-(6-(((1R,3s,5S)-1,5-dimethyl-8-azabicyclo[3.2.1]octan-3-yl)oxy)pyridazin-3-yl)-5-(1H-pyrazol-4-yl)phenol C[C@]12CC(C[C@](CC1)(N2)C)OC2=CC=C(N=N2)C2=C(C=C(C=C2)C=2C=NNC2)O